tetraethyl-propoxygermanium C(C)C(C(O[Ge])(CC)CC)(C)CC